tert-butyl (1S,2S,5R)-2-(methoxy (methyl) carbamoyl)-3-azabicyclo[3.1.0]hexane-3-carboxylate CON(C(=O)[C@@H]1[C@H]2C[C@H]2CN1C(=O)OC(C)(C)C)C